tert-butyl((R)-4-(4-(benzyloxy)-6-chloro-8-fluoro-2-(((2R,7aS)-2-fluorotetrahydro-1H-pyrrolizin-7a(5H)-yl)methoxy)quinazolin-7-yl)-3-cyano-7-fluorobenzo[b]thiophen-2-yl)carbamate C(C)(C)(C)OC(NC1=C(C2=C(S1)C(=CC=C2C2=C(C=C1C(=NC(=NC1=C2F)OC[C@]21CCCN1C[C@@H](C2)F)OCC2=CC=CC=C2)Cl)F)C#N)=O